1-(2,2-difluoroethyl)-1H-pyrazol-4-ol FC(CN1N=CC(=C1)O)F